BrC=1C=NC=2N(C=3N=CC(=CC3OC2C1)Br)CC=O 2-{6,12-dibromo-9-oxa-2,4,14-triazatricyclo[8.4.0.0^{3,8}]tetradeca-1(10),3(8),4,6,11,13-hexaen-2-yl}acetaldehyde